(S)-4-(5-(3-((2-(3-carboxy-propanoyl)-5-methoxy-thieno[2,3-b]pyridin-6-yl)oxy)propoxy)-6-methoxy-isoindolin-2-yl)-2-methyl-4-oxobutanoic acid C(=O)(O)CCC(=O)C1=CC=2C(=NC(=C(C2)OC)OCCCOC=2C=C3CN(CC3=CC2OC)C(C[C@@H](C(=O)O)C)=O)S1